N-(4-{[6-(5-chloro-2-fluorophenyl)-3-(1,2,5,6-tetrahydropyridin-3-yl)pyridazin-4-yl]amino}pyridin-2-yl)-3-(4-methylpiperazin-1-yl)propanamide ClC=1C=CC(=C(C1)C1=CC(=C(N=N1)C=1CNCCC1)NC1=CC(=NC=C1)NC(CCN1CCN(CC1)C)=O)F